N1[C@@H](CCCC1)C(=O)O (S)-piperidine-2-carboxylic acid